ClC1=C(C=O)C(=CC=C1Cl)Cl 2,3,6-trichlorobenzaldehyde